[Cl-].OCC[NH+](CC1=CC=CC=C1)CC(CCCCCCCCCC)O 2-hydroxyethyl-N-(2-hydroxydodecyl)-N-benzyl-ammonium chloride